1-vinyl-1,2-ethylene sulfite S1(=O)OC(CO1)C=C